CC(=O)N[C@@H]1[C@H]([C@H]([C@H](O[C@H]1O)COS(=O)(=O)[O-])OS(=O)(=O)[O-])O[C@H]2[C@@H]([C@H]([C@@H]([C@@H](O2)C(=O)[O-])O)O)O The molecule is a polysaccharide acid oxoanion arising from global deprotonation of the carboxylic and sulfonic acid groups of the repeating units in dermatan 4',6'-disulfate; major species at pH 7.3. It derives from a dermatan sulfate polyanion and a dermatan 6'-sulfate anion.